sodium borohydride dichloride [Cl-].[Cl-].[BH4-].[Na+]